(4-(trifluoromethyl)benzyl)hydrazine guanidinopropionate hydroiodide salt I.N(C(=N)N)C(C(=O)O)C.FC(C1=CC=C(CNN)C=C1)(F)F